C(CCCCC)C([C@@]([C@@]1(C(=C(C(=O)O1)O)[O-])CCCCCC)(O)CCCCCC)(O)CCCCCC tetra-n-hexyl-ascorbate